OC1=C(C=CC=C1)C(CC1=CC=NC=C1)C1=C(C=CC=C1)O 4-(2,2-bis(2-hydroxyphenyl)ethyl)pyridine